bis-[4-(o-methoxybenzenesulfonyloxy)phenyl]urea COC1=C(C=CC=C1)S(=O)(=O)OC1=CC=C(C=C1)NC(NC1=CC=C(C=C1)OS(=O)(=O)C1=C(C=CC=C1)OC)=O